4-Bromo-1-chloro-2-methylbenzene BrC1=CC(=C(C=C1)Cl)C